ClC=1C=NC=C(C1C1(CC1)C(=O)NC(C(=O)O)CCN(CCCCC1=NC=2NCCCC2C=C1)CC(CF)OC)C 2-[[1-(3-chloro-5-methyl-4-pyridyl)cyclopropanecarbonyl]amino]-4-[[3-fluoro-2-methoxy-propyl]-[4-(5,6,7,8-tetrahydro-1,8-naphthyridin-2-yl)butyl]amino]butanoic acid